2-fluoro-6-[(triisopropylsilyl)oxy]hexanal FC(C=O)CCCCO[Si](C(C)C)(C(C)C)C(C)C